5-{6-[2-(6,7-Difluoro-2,4-dimethyl-indol-1-yl)-ethylamino]-pyrimidin-4-yl}-1,3-dihydroindol-2-one FC1=CC(=C2C=C(N(C2=C1F)CCNC1=CC(=NC=N1)C=1C=C2CC(NC2=CC1)=O)C)C